5-(benzyloxy)-N-[(6-hydroxypyridin-2-yl)methyl]-2-methyl-1-benzothiophene-3-carboxamide C(C1=CC=CC=C1)OC=1C=CC2=C(C(=C(S2)C)C(=O)NCC2=NC(=CC=C2)O)C1